C1(CCCCC1)P(C1=C(C=CC=C1)C1=C(C=C(C=C1C(C)C)C(C)C)C(C)C)C1CCCCC1 2-dicyclohexylphosphino-2',4',6'-tri-iso-propyl-1,1'-biphenyl